FC1=CC=C(CN2C=CC3=CC(=CC=C23)C(=O)O)C=C1 1-(4-fluorobenzyl)-1H-indole-5-carboxylic acid